2-(4-(difluoromethylene)piperidin-1-yl)-5-ethyl-6-(piperazin-1-yl)-[1,2,4]triazolo[1,5-a]pyrimidin-7(4H)-one FC(=C1CCN(CC1)C1=NN2C(NC(=C(C2=O)N2CCNCC2)CC)=N1)F